4-(N-(4-chlorophenyl)sulfamoyl)-N-(4-fluoro-3-nitrophenyl)benzamide ClC1=CC=C(C=C1)NS(=O)(=O)C1=CC=C(C(=O)NC2=CC(=C(C=C2)F)[N+](=O)[O-])C=C1